2-(2-(Azidomethyl)-7-chloroimidazo[1,2-a]pyridin-3-yl)diphenylethyl phosphate P(=O)(OCC(C1=C(N=C2N1C=CC(=C2)Cl)CN=[N+]=[N-])(C2=CC=CC=C2)C2=CC=CC=C2)([O-])[O-]